CC1=CN=C(S1)NC(C(C)C1CN(CCC1)C1=CC=C(C=C1)C(C(=O)N)=C)=O (4-(3-(1-((5-methylthiazol-2-yl)amino)-1-oxopropan-2-yl)piperidin-1-yl)phenyl)acrylamide